ClC1=C(C=CC=C1Cl)C=1C(=C(C(=O)O)C=CC1)N (2,3-dichlorophenyl)-aminobenzoic acid